2,4-dimethoxybenzoyl-hydrazine COC1=C(C(=O)NN)C=CC(=C1)OC